FC1=CC=2C3=C(N(C2C=C1COC)C)C(N(N=C3)CC3=C(C=CC=C3)F)=O 8-fluoro-3-(2-fluorobenzyl)-7-(methoxymethyl)-5-methyl-3,5-dihydro-4H-pyridazino[4,5-b]indol-4-one